FC=1C=C(C=CC1O)C(C1=CC=CC=C1)C1=CC(=C(C=C1)O)F bis(3-fluoro-4-hydroxyphenyl)phenylmethane